C(C)(C)(C)OC(N(C)C1=CC(=C(C=C1)C(C)C)NC(CCl)=O)=O (3-(2-Chloroacetamido)-4-isopropylphenyl)(methyl)carbamic acid tert-butyl ester